1-(5-methoxy-3,7-dimethyltricyclo[3.3.1.13,7]dec-1-yl)-1H-pyrazole COC12CC3(CC(CC(C1)(C3)C)(C2)N2N=CC=C2)C